(S)-6-(trifluoromethoxy)-2,3-dihydrobenzofuran-3-amine hydrogen chloride Cl.FC(OC1=CC2=C([C@@H](CO2)N)C=C1)(F)F